Benzyl (7-amino-5-((3S)-2-((R)-3-cyclohexyl-2-(4-(methylsulfonyl)benzamido)propanoyl)-2-azabicyclo[2.2.1]heptane-3-carboxamido)-6,7-dioxoheptyl)carbamate NC(C(C(CCCCNC(OCC1=CC=CC=C1)=O)NC(=O)[C@H]1N(C2CCC1C2)C([C@@H](CC2CCCCC2)NC(C2=CC=C(C=C2)S(=O)(=O)C)=O)=O)=O)=O